11-chlorospiro[benzo[c]fluorene-7,9'-thioxanthene] ClC=1C=2C=3C4=C(C=CC3C3(C5=CC=CC=C5SC=5C=CC=CC35)C2C=CC1)C=CC=C4